COCC1=C(N=CC=2NC3=CC=CC(=C3C21)OCC=2C=NC=CC2)C(=O)OCC ethyl 4-(methoxymethyl)-5-(3-pyridylmethoxy)-9H-pyrido[3,4-b]indole-3-carboxylate